FC=1C=CC2=C(N=C(O2)NC=2OC3=C(N2)C=C(C=C3)C(=O)N(C)C)C1 2-((5-fluorobenzo[d]oxazol-2-yl)amino)-N,N-dimethylbenzo[d]oxazole-5-carboxamide